5-fluoro-6-methoxy-N-[(4-methylpyridin-3-yl)methyl]pyridine-3-carboxamide FC=1C=C(C=NC1OC)C(=O)NCC=1C=NC=CC1C